BrC1=CC(=C(C(=C1C(=O)O)F)Cl)C(F)(F)F 6-Bromo-3-chloro-2-fluoro-4-(trifluoromethyl)benzoic acid